acrylic bromide C(C=C)(=O)Br